The molecule is an organosulfate oxoanion that is the conjugate base of 3-hydroxypyridine sulfate, obtained by deprotonation of the sulfo group; major species at pH 7.3. It is a conjugate base of a 3-hydroxypyridine sulfate. C1=CC(=CN=C1)OS(=O)(=O)[O-]